(S)-6-(3-fluoroazetidin-1-yl)-N-(6-(4-(6-fluoropyrimidin-4-yl)-2-methylpiperazin-1-yl)pyridin-3-yl)nicotinamide FC1CN(C1)C1=NC=C(C(=O)NC=2C=NC(=CC2)N2[C@H](CN(CC2)C2=NC=NC(=C2)F)C)C=C1